6-(4-(((4-Chloro-2-fluorophenyl)amino)methyl)-2-(6-methylpyridin-2-yl)-1H-imidazol-1-yl)imidazo[1,2-a]Pyridine-3-carboxamide ClC1=CC(=C(C=C1)NCC=1N=C(N(C1)C=1C=CC=2N(C1)C(=CN2)C(=O)N)C2=NC(=CC=C2)C)F